5-((5-Chloro-3-(2,2,2-trifluoroethoxy)pyridin-2-yl)oxy)-3-fluoro-N-(4-methyl-1,1-dioxidotetrahydro-2H-thiopyran-4-yl)pyrazolo[1,5-a]pyridine-2-carboxamide ClC=1C=C(C(=NC1)OC1=CC=2N(C=C1)N=C(C2F)C(=O)NC2(CCS(CC2)(=O)=O)C)OCC(F)(F)F